2-t-butyldimethyl-cinnamic acid C(C)(C)(C)C1=C(C(=C(C(=O)O)C)C)C=CC=C1